NC(C(N[C@@H](C(NCCCCCC(NCCCCC(NC(N[C@@H](CCC(=O)OC(C)(C)C)C(=O)OC(C)(C)C)=O)C(=O)OC(C)(C)C)=O)=O)CC1=CC=CC=C1)=O)CC1=CC=CC=C1 tri-tert-butyl (3S,21R)-24-amino-21-benzyl-5,13,20,23-tetraoxo-25-phenyl-4,6,12,19,22-pentaazapentacosane-1,3,7-tricarboxylate